methyl 2-amino-4-bromo-5-(difluoromethoxy)-3-fluorobenzoate NC1=C(C(=O)OC)C=C(C(=C1F)Br)OC(F)F